[N+](=O)([O-])C=1C=C2C=NC=NC2=CC1O 6-nitro-quinazolin-7-ol